C=C.F[P-](F)(F)(F)(F)F.[Na+] sodium hexafluorophosphate-ethylene